ClC=1C=C2C(=NC1N1N=CC=N1)N(C=C2C(=O)C=2C=NN(C2C(F)(F)F)C2=C1C(=NC=C2)SC=C1)C [5-chloro-1-methyl-6-(2H-1,2,3-triazol-2-yl)-1H-pyrrolo[2,3-b]pyridin-3-yl][1-(thieno[2,3-b]pyridin-4-yl)-5-(trifluoromethyl)-1H-pyrazol-4-yl]methanone